2-(benzo[g]chrysen-10-yl)-4,4,5,5-tetramethyl-1,3,2-dioxaborolane C1=CC=CC2=C1C1=C3C=CC=CC3=C(C=C1C1=CC=CC=C21)B2OC(C(O2)(C)C)(C)C